ClC1=C(C(=O)NC(NC2=CC=C(C=C2)S(=O)(=O)CC=2C=C3CNCC3=CC2)=O)C=C(C=C1)CC 2-Chloro-5-ethyl-N-((4-((isoindolin-5-ylmethyl)sulfonyl)phenyl)carbamoyl)benzamid